3-(methacryloxymethyl)-3-ethyloxetane C(C(=C)C)(=O)OCC1(COC1)CC